COC=1C=C(C=CC1OC)CCCC1=NOC(=N1)[C@H]1N(CCCC1)C(=O)OC(C)(C)C tert-butyl (S)-2-(3-(3-(3,4-dimethoxyphenyl) propyl)-1,2,4-oxadiazol-5-yl)piperidine-1-carboxylate